N[C@@H]1C2=CC=CC=C2CC12CCN(CC2)C=2N=CC(=NC2CO)SC2=C(C(=NC=C2)N2CC(C2)C(C)(C)O)Cl (S)-2-(1-(4-(5-(1-amino-1,3-dihydrospiro[indene-2,4'-piperidine]-1'-yl)-6-(hydroxymethyl)pyrazin-2-ylsulfanyl)-3-chloropyridin-2-yl)azetidin-3-yl)propan-2-ol